ClC1=C(C(=NC(=N1)OC[C@]12CCCN2C[C@@H](C1)F)N1CC(NCC1)=O)C 4-(6-chloro-2-{[(2R,7aS)-2-fluorotetrahydro-1H-pyrrolizin-7a(5H)-yl]methoxy}-5-methylpyrimidin-4-yl)piperazin-2-one